[N+](=O)([O-])C=1C=CC(=NC1)N1CCC(CC1)COC=1C=C2C=CNC2=CC1 5-((1-(5-nitropyridin-2-yl)piperidin-4-yl)methoxy)-1H-indole